5-ethynyl-4-(8-fluoro-2-(((2S,4R)-4-fluoro-1-methylpyrrolidin-2-yl)methoxy)-4-(1,4-oxazepan-4-yl)pyrido[4,3-d]pyrimidin-7-yl)naphthalen-2-ol C(#C)C1=C2C(=CC(=CC2=CC=C1)O)C1=C(C=2N=C(N=C(C2C=N1)N1CCOCCC1)OC[C@H]1N(C[C@@H](C1)F)C)F